C(C)O[Si](CCCC(CCCCCCCCCCC1=NN=NN1)C1=NN=NN1)(OCC)OCC 1-[3-(triethoxysilyl)propyl]-5,5'-undecamethylenebis(1,2,3,4-tetrazole)